ClC=1C=CC(=C(C1)C1=CC(=C(N=N1)C)NC1=CC(=NC=C1)NC(=O)CCN1CC(N(CC1)C)C(=O)OC1CC1)F Cyclopropyl 4-{2-[(4-{[6-(5-Chloro-2-Fluorophenyl)-3-Methylpyridazin-4-yl]Amino}Pyridin-2-yl)Carbamoyl]Ethyl}-1-Methylpiperazin-2-Carboxylat